N-(5-((2-(3-azabicyclo[3.1.0]hexan-3-yl)ethyl)carbamoyl)-2-methylpyridin-3-yl)-2-(5,6-dihydro-4H-pyrrolo[1,2-b]pyrazol-3-yl)pyrazolo[5,1-b]thiazole-7-carboxamide C12CN(CC2C1)CCNC(=O)C=1C=C(C(=NC1)C)NC(=O)C=1C=NN2C1SC(=C2)C2=C1N(N=C2)CCC1